N[C@H]1C[C@H](C1)CNC(=O)N1[C@H](C2=CC=CC=C2CC1)C1=CC=C(C=C1)F cis-(S)-N-((3-aminocyclobutyl)methyl)-1-(4-fluorophenyl)-3,4-dihydroisoquinoline-2(1H)-carboxamide